C1(CC1)C1=CC=C(C(=N1)C1=NC=2N(C=C1)N=C(C2)C(F)(F)F)SCC 5-(6-cyclopropyl-3-(ethylthio)pyridin-2-yl)-2-(trifluoromethyl)pyrazolo[1,5-a]pyrimidine